C(C)(C)(C)OC(=O)N1CCC(CC1)C=1C=C2C(=C(NC2=CC1)Br)C(CO[Si](C)(C)C(C)(C)C)C 4-(2-bromo-3-(1-((tert-butyldimethylsilyl)oxy)propan-2-yl)-1H-indol-5-yl)piperidine-1-carboxylic acid tert-butyl ester